4-(4-(Tert-butyl)naphthalen-2-yl)-7-isopropylthieno[3,2-d]pyrimidine C(C)(C)(C)C1=CC(=CC2=CC=CC=C12)C=1C2=C(N=CN1)C(=CS2)C(C)C